BrC=1NC2=CC(=CC=C2C1C)C=1C=CC(=NC1)N1CCN(CC1)C(=O)OC(C)(C)C tert-butyl 4-[5-(2-bromo-3-methyl-1H-indol-6-yl)-2-pyridyl]piperazine-1-carboxylate